OC1(CC(C1)C=O)C ((S)-3-hydroxy-3-methylcyclobutyl)methanone